5-((4-(((S)-2-hydroxy-1-phenylethyl)amino)-5-(3-(pyridin-3-yl)-1,2,4-oxadiazol-5-yl)pyridin-2-yl)amino)-3-methylbenzo[c][1,2]oxaborol-1(3H)-ol OC[C@H](C1=CC=CC=C1)NC1=CC(=NC=C1C1=NC(=NO1)C=1C=NC=CC1)NC1=CC2=C(B(OC2C)O)C=C1